1,2,3,5-tetramercaptomethylbenzene SCC1=C(C(=CC(=C1)CS)CS)CS